2-chloro-8-({3-fluoro-4-[1-isopropyl-4-(trifluoromethyl)imidazol-2-yl]-5-methoxyphenyl}methyl)pteridin-7-one ClC1=NC=2N(C(C=NC2C=N1)=O)CC1=CC(=C(C(=C1)OC)C=1N(C=C(N1)C(F)(F)F)C(C)C)F